BrC1=C(SC=C1)C1=CC=C(C=O)C=C1 4-(3-BROMOTHIEN-2-YL)BENZALDEHYDE